The molecule is an oxo fatty acid anion that is the conjugate base of 22-ketodocosanoic acid, obtained by deprotonation of the carboxy group; major species at pH 7.3. It is a long-chain fatty acid anion, an omega-oxo fatty acid anion and an aldehydic acid anion. It is a conjugate base of a 22-oxodocosanoic acid. C(CCCCCCCCCCC(=O)[O-])CCCCCCCCCC=O